(1R,4R)-4-(((5-fluoro-2-((3-methoxy-1-methyl-1H-pyrazol-4-yl)amino)pyrimidin-4-yl)oxy)methyl)cyclohexan FC=1C(=NC(=NC1)NC=1C(=NN(C1)C)OC)OCC1CCCCC1